diphenyl-N,N'-dinaphthyl-1,1'-biphenyl-4,4'-diamine C1(=CC=CC=C1)C=1C(=C(C=CC1NC1=CC=CC2=CC=CC=C12)C1=CC=C(C=C1)NC1=CC=CC2=CC=CC=C12)C1=CC=CC=C1